methyl 2-(3-fluorophenyl)-3-oxo-6-[4-(trifluoromethoxy) phenyl]-2,3,4,5-tetrahydropyridazine-4-carboxylate FC=1C=C(C=CC1)N1N=C(CC(C1=O)C(=O)OC)C1=CC=C(C=C1)OC(F)(F)F